C(C)(C)(C)[C@@H]1CC[C@H](CC1)O trans-4-tertbutyl-cyclohexanol